3-chloro-1-(1-(methylsulfonyl)ethyl)-1H-pyrazole-4-carboxylic acid ClC1=NN(C=C1C(=O)O)C(C)S(=O)(=O)C